1-[(6-fluoro-2-methylpyridin-3-yl)methyl]-1H-pyrazole-4-carboxylic acid FC1=CC=C(C(=N1)C)CN1N=CC(=C1)C(=O)O